3-(3-(3-(tert-butoxy)-1-(6-methoxypyridin-3-yl)-3-oxopropyl)cyclobutyl)acrylic acid ethyl ester C(C)OC(C=CC1CC(C1)C(CC(=O)OC(C)(C)C)C=1C=NC(=CC1)OC)=O